N'-[4-(2-bromophenoxy)-5-chloro-2-methyl-phenyl]N-ethyl-N-methyl-formamidine BrC1=C(OC2=CC(=C(C=C2Cl)N=CN(C)CC)C)C=CC=C1